NC=1C=2N(C3=CC(=C(C=C3N1)F)C(=O)N(C)C1CCC3=NC(=CC=C31)OC)C=NC2 4-amino-7-fluoro-N-(2-methoxy-6,7-dihydro-5H-cyclopenta[b]pyridin-5-yl)-N-methylimidazo[1,5-a]quinoxaline-8-carboxamide